Cl.FC(C1=CC=NC=C1)(F)F 4-(trifluoromethyl)pyridine hydrochloride